CN(CCSC=1NC(C(=C(N1)O)C(=O)NC1=C(C=C(C=C1)C=1N=NNC1)F)=O)C 2-((2-(dimethylamino)ethyl)thio)-N-(2-fluoro-4-(1H-1,2,3-triazol-4-yl)phenyl)-4-hydroxy-6-oxo-1,6-dihydropyrimidine-5-carboxamide